N(=[N+]=[N-])[C@H]1CN(C[C@H]1OC)C(=O)OC(C)(C)C |o1:3,7| tert-butyl (3S*,4R*)-3-azido-4-methoxypyrrolidine-1-carboxylate